2-((6-(2-chloro-3-(2-(3-methoxy-4-((7-oxo-2,6-diazaspiro[3.4]octan-2-yl)methyl)phenyl)-3-methylpyridin-4-yl)phenyl)-2-methoxypyridin-3-yl)methyl)-2,6-diazaspiro[3.4]octan-7-one ClC1=C(C=CC=C1C1=C(C(=NC=C1)C1=CC(=C(C=C1)CN1CC2(C1)CNC(C2)=O)OC)C)C2=CC=C(C(=N2)OC)CN2CC1(C2)CNC(C1)=O